Br.CN1CCNCC1 N-methylpiperazine hydrobromide